methyl 4-(2-phenyl-1,3-dithiolan-2-yl)benzoate C1(=CC=CC=C1)C1(SCCS1)C1=CC=C(C(=O)OC)C=C1